ClC1=C(OCCN2N=CC(=C2C(C)C)C(=O)O)C=C(C=C1F)F 1-(2-(2-Chloro-3,5-difluorophenoxy)ethyl)-5-isopropyl-1H-pyrazole-4-carboxylic acid